[C@@H]12CNC[C@H]2C1NC(=O)C1=CC(=NN1[C@@H](C)C1=CC=CC=C1)C(=O)NC N5-((1R,5S,6s)-3-Azabicyclo[3.1.0]hexan-6-yl)-N3-methyl-1-((S)-1-phenylethyl)-1H-pyrazole-3,5-dicarboxamide